4-(oxetan-3-ylmethoxy)quinoline-2-carboxylic acid O1CC(C1)COC1=CC(=NC2=CC=CC=C12)C(=O)O